O=C1NC(CCC1NC1=CC=C(C=C1)C1CCN(CC1)CC(=O)NCCCC=1N=C2N(C=C(C(=C2)OC(C)C)NC(=O)C2=NC(=CC=C2)C(F)(F)F)C1)=O N-[2-[3-[[2-[4-[4-[(2,6-dioxo-3-piperidyl)amino]phenyl]-1-piperidyl]acetyl]amino]propyl]-7-isopropoxy-imidazo[1,2-a]pyridin-6-yl]-6-(trifluoromethyl)pyridine-2-carboxamide